C(C)OC(=C)C1=NC=NC(=C1F)OC 4-(1-Ethoxyvinyl)-5-fluoro-6-methoxypyrimidine